C1(=CC=CC=C1)C(C1=CC=CC=C1)=N[C@H]1[C@@H](C1)C(=O)O trans-2-(diphenylmethylideneamino)cyclopropanecarboxylic acid